1-(3-(3-((4-fluoro-1,1-dioxido-2,3-dihydrobenzo[d]isothiazol-5-yl)amino)-1H-pyrazol-5-yl)cyclopentyl)-3-isopropylimidazolidin-2-one FC1=C(C=CC2=C1CNS2(=O)=O)NC2=NNC(=C2)C2CC(CC2)N2C(N(CC2)C(C)C)=O